C(=C)C1C(OC(C1)=O)=O 3-ethenyloxolane-2,5-dione